CC=1N=C2NN=CC2=C(N1)CCC1=NC=C(N=C1)C 3-Methyl-5-(2-(5-methyl-2-pyrazinyl)ethyl)-2,4,8,9-tetrazabicyclo[4.3.0]nona-1,3,5,7-tetraene